ClC=1C(=NC(=NC1)NC1=C(C=C(C(=C1)C)C1CCN(CC1)C1CCOCC1)F)NC1=NNC(=C1)C 5-chloro-N2-(2-fluoro-5-methyl-4-(1-(tetrahydro-2H-pyran-4-yl)piperidin-4-yl)phenyl)-N4-(5-methyl-1H-pyrazol-3-yl)pyrimidine-2,4-diamine